ClC1=CC=C(OCC(=O)NC23CC(C2)(C3)NC3=NC(=NO3)C3=CC=C(C=C3)Cl)C=C1 2-(4-chlorophenoxy)-N-(3-{[3-(4-chlorophenyl)-1,2,4-oxadiazol-5-yl]amino}bicyclo[1.1.1]pent-1-yl)acetamide